2-Methyl-1,2-benzisothiazol-3(2H)-one 1,1-dioxide CN1S(C2=C(C1=O)C=CC=C2)(=O)=O